COC(C1=CN=CC(=C1)C#C)=O 5-ethynyl-nicotinic acid methyl ester